(2R,3S,5R)-3-hydroxy-2-(hydroxymethyl)-5-(5-methoxy-2,4-dioxo-3,4-dihydropyrimidin-1(2H)-yl)tetrahydrofuran-2-carbonitrile O[C@@H]1[C@@](O[C@H](C1)N1C(NC(C(=C1)OC)=O)=O)(C#N)CO